Octenonitrile C(C=CCCCCC)#N